O=C1N(CCC(N1)=O)C=1C=C(C(=O)N2CCC(CC2)OC2CCC(CC2)C(=O)O)C=CC1OC 4-[[1-[3-(2,4-dioxohexahydropyrimidin-1-yl)-4-methoxy-benzoyl]-4-piperidyl]oxy]cyclohexanecarboxylic acid